5-(3-methylimidazo[1,2-a]pyrimidin-6-yl)-N-(tetrahydro-2H-pyran-4-yl)pyrrolo[2,1-f][1,2,4]triazin-2-amine CC1=CN=C2N1C=C(C=N2)C=2C=CN1N=C(N=CC12)NC1CCOCC1